NCC=1C=C(C=CC1)C=1C=CC2=C(C(=CO2)COC2=C(C=CC=C2NC(=O)OC(C)(C)C)CC(=O)OCC)C1 ethyl 2-(2-((5-(3-(aminomethyl)phenyl)benzofuran-3-yl)methoxy)-3-((tert-butoxycarbonyl)amino)phenyl)acetate